COC1CN(C1)C(=O)C1=CC=C(C=C1)C#C (4-ethynylphenyl) (3-methoxyazetidin-1-yl) ketone